1-(4-(trifluoromethyl)pyrimidin-2-yl)ethan-1-one FC(C1=NC(=NC=C1)C(C)=O)(F)F